N-((1S,2R,4S,5R)-5-amino-7-oxabicyclo[2.2.1]heptan-2-yl)-2-(4-chloro-3-fluorophenoxy)acetamide N[C@H]1[C@@H]2C[C@H]([C@H](C1)O2)NC(COC2=CC(=C(C=C2)Cl)F)=O